6,7-dichloro-3-(1-tetrahydropyran-2-ylpyrazol-4-yl)-1H-indole ClC1=CC=C2C(=CNC2=C1Cl)C=1C=NN(C1)C1OCCCC1